FC=1C=C2C(=NC1)C(=CN2)C(=O)O 6-fluoro-1H-pyrrolo[3,2-b]pyridine-3-carboxylic acid